CN1CCN(CC1)C(C)O 4-methylpiperazino-1-ethanol